(S)-ethyl 8-(2-amino-6-((R)-1-(4-chloro-2-(pyridin-2-yl)phenyl)-2,2,2-trifluoroethoxy)pyrimidin-4-yl)-2,8-diazaspiro[4.5]decane-3-carboxylate NC1=NC(=CC(=N1)N1CCC2(C[C@H](NC2)C(=O)OCC)CC1)O[C@@H](C(F)(F)F)C1=C(C=C(C=C1)Cl)C1=NC=CC=C1